6-(2-oxo-1-(1-phenethylpiperidin-4-yl)-1,2,3,4-tetrahydroquinolin-6-yl)hexanoic acid O=C1N(C2=CC=C(C=C2CC1)CCCCCC(=O)O)C1CCN(CC1)CCC1=CC=CC=C1